1-phenyl-2-[[4-phenyl-5-[(5-phenyltetrazol-2-yl)methyl]-1,2,4-triazol-3-yl]sulfanyl]ethanone C1(=CC=CC=C1)C(CSC1=NN=C(N1C1=CC=CC=C1)CN1N=C(N=N1)C1=CC=CC=C1)=O